N[C@@H]1C[C@H](CCC1)CNC1=NN(C(=C1)C1=CC(=C(C#N)C=C1)F)C1=CC2=CN(N=C2C=C1)C 4-(3-((((1S,3S)-3-aminocyclohexyl)methyl)amino)-1-(2-methyl-2H-indazol-5-yl)-1H-pyrazol-5-yl)-2-fluorobenzonitrile